tert-butyl methyl((5-methyl-6-((1-(naphthalen-1-yl)cyclopropyl)carbamoyl) indolin-2-yl)methyl)carbamate CN(C(OC(C)(C)C)=O)CC1NC2=CC(=C(C=C2C1)C)C(NC1(CC1)C1=CC=CC2=CC=CC=C12)=O